ClC1=C(C(=CC(=C1)C1=NC(=CC=C1)OC1CCC1)F)N1CCC(CC1)CC(=O)O 2-[1-[2-chloro-4-[6-(cyclobutoxy)-2-pyridyl]-6-fluoro-phenyl]-4-piperidyl]acetic acid